Tert-butyl N-(3-[3-[1-(2,6-dioxopiperidin-3-yl)-3-methyl-2-oxo-2,3-dihydro-1H-1,3-benzodiazol-4-yl]propoxy]propyl)carbamate O=C1NC(CCC1N1C(N(C2=C1C=CC=C2CCCOCCCNC(OC(C)(C)C)=O)C)=O)=O